C(C1=CC=CC=C1)O[C@H]1C(O[C@@H]([C@H]([C@@H]1OCC1=CC=CC=C1)OCC1=CC=CC=C1)CO[Si](C1=CC=CC=C1)(C1=CC=CC=C1)C(C)(C)C)(O)C1=CC(=C(C=C1)Cl)CC1=CC=C(C=C1)OCC (3R,4S,5R,6R)-3,4,5-tris(benzyloxy)-6-(((tert-butyldiphenylsilyl)oxy)methyl)-2-(4-chloro-3-(4-ethoxybenzyl)phenyl)tetrahydro-2H-pyran-2-ol